C1(CC1)C(C(C)(C)O)N1C(C2=C(C=CC=C2C1)C1=CC(=CC=C1)C1=NOC(=N1)C)=O 2-(1-cyclopropyl-2-hydroxy-2-methylpropyl)-7-(3-(5-methyl-1,2,4-oxadiazol-3-yl)phenyl)isoindolin-1-one